COCOC1=CC(=C2CCCCC2=C1)B1OC(C(O1)(C)C)(C)C 2-[7-(methoxymethoxy)tetralin-5-yl]-4,4,5,5-tetramethyl-1,3,2-dioxaborolane